FC1(CC12CNCC2)F difluoro-5-azaspiro[2.4]heptane